(2S,5R)-5-(2-bromophenyl)pyrrolidine-2-carboxylic acid methyl ester COC(=O)[C@H]1N[C@H](CC1)C1=C(C=CC=C1)Br